(-)-4-chloro-1-[2-oxo-1-(2,2,2-trifluoroethyl)piperidin-3-yl]-1'-(1H-pyrazolo[3,4-b]pyridine-5-carbonyl)spiro[indole-3,4'-piperidin]-2-one ClC1=C2C(=CC=C1)N(C(C21CCN(CC1)C(=O)C=1C=C2C(=NC1)NN=C2)=O)C2C(N(CCC2)CC(F)(F)F)=O